C(#N)C=1C(=NC(=CC1C(F)F)N1C[C@H](CC1)N(C)C)NC=1C=C(C=CC1SC)CC(C(=O)O)C 3-(3-{[3-cyano-4-(difluoromethyl)-6-[(3S)-3-(dimethylamino)pyrrolidin-1-yl]pyridin-2-yl]amino}-4-(methylsulfanyl)phenyl)-2-methylpropanoic acid